5-((3-(trifluoromethyl)benzyl)oxy)-2,3-dihydro-1H-inden FC(C=1C=C(COC=2C=C3CCCC3=CC2)C=CC1)(F)F